hexamercaptoBenzene SC1=C(C(=C(C(=C1S)S)S)S)S